2-(difluoromethoxy)-4-[(4s)-4-methyl-2-oxo-3-phenylimidazolidin-1-yl]benzaldehyde FC(OC1=C(C=O)C=CC(=C1)N1C(N([C@H](C1)C)C1=CC=CC=C1)=O)F